OC1(C(NC2=CC=CC=C12)=O)CC(C1=CC=C(C=C1)N)=O 3-hydroxy-3-(2-oxo-2-(4-aminophenyl)ethyl)indol-2-one